CNC(=S)NNC(C1=CN=CC=C1C1=CC(=CC=C1)[N+](=O)[O-])=O N-methyl-2-(4-(3-nitrophenyl)nicotinoyl)hydrazine-1-thiocarboxamide